COCC12CCC(CC1)(C2)CN2CC1=C(CC2)N(C(=N1)C(=O)N)C 5-((4-(methoxymethyl)bicyclo[2.2.1]heptan-1-yl)methyl)-1-methyl-4,5,6,7-tetrahydro-1H-imidazo[4,5-c]pyridine-2-carboxamide